NC1=NC=CC=C1C1=NC=2C(=NC(=CC2)C2=CC=C(C=C2)Cl)N1C1=CC=C(CN2CCN(CC2)C2=CC(=NC=N2)C#N)C=C1 6-(4-(4-(2-(2-Aminopyridin-3-yl)-5-(4-chlorophenyl)-3H-imidazo[4,5-b]pyridin-3-yl)benzyl)piperazin-1-yl)pyrimidine-4-carbonitrile